propane triisostearate C(CCCCCCCCCCCCCCC(C)C)(=O)O.C(CCCCCCCCCCCCCCC(C)C)(=O)O.C(CCCCCCCCCCCCCCC(C)C)(=O)O.CCC